2-PropaneSultone C1C(C)OS1(=O)=O